(S)-1-((2-((3,3-difluorotetrahydro-2H-pyran-4-yl)amino)pyridin-4-yl)methyl)-5,5-dimethyl-3-(4-((trifluoromethyl)sulfonyl)phenyl)imidazolidine-2,4-dione FC1(COCC[C@@H]1NC1=NC=CC(=C1)CN1C(N(C(C1(C)C)=O)C1=CC=C(C=C1)S(=O)(=O)C(F)(F)F)=O)F